4-amino-N-[4-[2-(dimethylamino)-2-oxo-ethyl]-2,3-dimethyl-phenyl]-1-[(3R)-3-piperidyl]pyrazolo[3,4-d]pyrimidine-3-carboxamide NC1=C2C(=NC=N1)N(N=C2C(=O)NC2=C(C(=C(C=C2)CC(=O)N(C)C)C)C)[C@H]2CNCCC2